copper iodide cesium [Cs].[Cu](I)I